tert-Butyl (3S,4R)-4-[4-[4-[2-(5-fluoro-2-pyridyl)-2-hydroxy-ethoxy]-3-(trifluoromethyl)pyrazolo[1,5-a]pyridin-6-yl]-5-methyl-triazol-1-yl]-3-hydroxy-piperidine-1-carboxylate FC=1C=CC(=NC1)C(COC=1C=2N(C=C(C1)C=1N=NN(C1C)[C@H]1[C@H](CN(CC1)C(=O)OC(C)(C)C)O)N=CC2C(F)(F)F)O